octoxyhexadecyloxy phosphate P(=O)(OOCCCCCCCCCCCCCCCCOCCCCCCCC)([O-])[O-]